FC1=C(C(=CC=C1)F)CN1C(N(N=C1)C=1C=NC(=C(C1)F)OC)=O 4-[(2,6-difluorophenyl)methyl]-2-(5-fluoro-6-methoxy-3-pyridinyl)-1,2,4-triazol-3-one